(allyl 4-(4-((3-((3-amino-3-oxoprop-1-en-2-yl) amino)-3-oxoprop-1-en-2-yl) carbamoyl) thiazol-2-yl) phenyl) carbamate C(N)(OC1=C(C=C(C=C1)C=1SC=C(N1)C(NC(=C)C(=O)NC(=C)C(=O)N)=O)CC=C)=O